CC1=C(C=CC=C1NC(C1=NC=C(C(=C1)OC)CNCCOC)=O)C1=C(C(=CC=C1)NC(C1=NC=C(C(=C1)OC)CNCCOC)=O)C N,N'-(2,2'-dimethyl-[1,1'-biphenyl]-3,3'-diyl)bis(4-methoxy-5-(((2-methoxyethyl)amino)methyl)picolinamide)